C(C)(=O)O[C@H]1[C@@H](SC2=CC(=C(C=C2)Cl)Cl)O[C@@H]([C@@H]([C@@H]1N1N=NC(=C1)C1=CSC=C1)OC(C)=O)COC(C)=O 3,4-dichlorophenyl 2,4,6-tri-O-acetyl-3-deoxy-3-[4-(3-thienyl)-1H-1,2,3-triazol-1-yl]-1-thio-alpha-D-galactopyranoside